C(CCCCC)OC1=C(C(=CC=C1)OCCCCCC)C=1C2=CC=C(N2)C(=C2C=CC(C(=C3C=CC(=C(C=4C=CC1N4)C#CC4=CC=C(C=C4)N)N3)C3=C(C=CC=C3OCCCCCC)OCCCCCC)=N2)C#CC2=CC=C(C=C2)C(=O)O 5,15-bis(2,6-dihexyloxyphenyl)-10-(4-aminophenylethynyl)-20-(4-carboxyphenylethynyl)porphyrin